3,5-dimethyl-1-adamantanamine hydrochloride Cl.CC12CC3(CC(CC(C1)(C3)C)C2)N